4-(2-(2-(3,8-diazabicyclo[3.2.1]oct-3-yl)-7,8-dihydropyrido[4,3-d]pyrimidin-6(5H)-yl)-2-oxoethyl)benzonitrile C12CN(CC(CC1)N2)C=2N=CC1=C(N2)CCN(C1)C(CC1=CC=C(C#N)C=C1)=O